C(N)(=N)C=1C=C(SC1)[C@@H](C)NC(=O)[C@H]1N(CC2(OCCO2)C1)C(CNC(C1=CC=C(C=C1)O)=O)=O (S)-N-((R)-1-(4-carbamimidoylthiophen-2-yl)ethyl)-7-((4-hydroxybenzoyl)glycyl)-1,4-dioxa-7-azaspiro[4.4]nonane-8-carboxamide